(R)-N-(6-cyano-1-cyclobutyl-1H-benzo[d]imidazol-2-yl)-3-hydroxy-3-phenylbutanamide C(#N)C=1C=CC2=C(N(C(=N2)NC(C[C@](C)(C2=CC=CC=C2)O)=O)C2CCC2)C1